N-cyclopentyl-2-(2-methyl-2,7-diaza-spiro[3.5]nonan-7-yl)-benzo[d]thiazole-6-carboxamide C1(CCCC1)NC(=O)C1=CC2=C(N=C(S2)N2CCC3(CN(C3)C)CC2)C=C1